ClC1=CC(=NC(=N1)OC)N1C(CC2(CC(C2)OC)CC1)CCCl 7-(6-chloro-2-methoxypyrimidin-4-yl)-6-(2-chloroethyl)-2-methoxy-7-azaspiro[3.5]nonane